(E)-1-(3-cyclopropylmethoxy-4-methoxystyryl)-2,6-dimethylpyridin-4(1H)-one C1(CC1)COC=1C=C(/C=C/N2C(=CC(C=C2C)=O)C)C=CC1OC